6-(r-cyclopropyl-[1,4'-bipiperidin]-4-yl)-2-(3,4-dimethoxyphenyl)-4-methyl-1H-benzo[d]imidazole C1(CC1)[C@@H]1N(CCC(C1)C=1C=C(C2=C(NC(=N2)C2=CC(=C(C=C2)OC)OC)C1)C)C1CCNCC1